5-(benzyloxy)-1-(4-(2-((tert-butyldimethylsilyl)oxy)ethyl)benzyl)-3-fluoro-2-(4-methoxy-2-methylphenyl)-1H-indole C(C1=CC=CC=C1)OC=1C=C2C(=C(N(C2=CC1)CC1=CC=C(C=C1)CCO[Si](C)(C)C(C)(C)C)C1=C(C=C(C=C1)OC)C)F